2-(2-pyridyl)-5,6,7,8-tetrahydropyrido[4,3-d]Pyrimidine hydrochloride Cl.N1=C(C=CC=C1)C=1N=CC2=C(N1)CCNC2